4-bromo-N-(2,2-dimethoxyethyl)-5-(4-nitrophenyl)thiophene-3-carboxamide BrC=1C(=CSC1C1=CC=C(C=C1)[N+](=O)[O-])C(=O)NCC(OC)OC